FC1(CCC(CC1)[C@@H](C=1N=C2N(N=C(C=C2)CC2(C(N[C@@H](C2)C(F)(F)F)=O)C(=O)OC)C1)NC(=O)C1=CC=NN1CC)F methyl (5S)-3-((2-((S)-(4,4-difluorocyclohexyl)(1-ethyl-1H-pyrazole-5-carboxamido)methyl)imidazo[1,2-b]pyridazin-6-yl)methyl)-2-oxo-5-(trifluoromethyl)pyrrolidine-3-carboxylate